Ethyl (S)-3-(4,4'-difluoro-2'-methyl-6'-(pent-4-en-1-yloxy)-5-(trifluoromethyl)-[1,1'-biphenyl]-3-yl)-3-((R)-2-hydroxypent-4-enamido)propanoate FC1=C(C=C(C=C1C(F)(F)F)C1=C(C=C(C=C1OCCCC=C)F)C)[C@H](CC(=O)OCC)NC([C@@H](CC=C)O)=O